(tert-butoxycarbonyl)-L-alanyl-D-glutamic acid diethyl ester C(C)OC([C@H](NC([C@@H](NC(=O)OC(C)(C)C)C)=O)CCC(=O)OCC)=O